ClC=1C(=NC(=NC1)N1[C@@H](CNCC1)C)N1CC(C1)C(=O)N(C)C(C)(C)C1=CN=C2N1C=CC=C2 (R)-1-(5-chloro-2-(2-methylpiperazin-1-yl)pyrimidin-4-yl)-N-(2-(imidazo[1,2-a]pyridin-3-yl)propan-2-yl)-N-methylazetidine-3-carboxamide